1-(3-nitroazetidin-1-yl)ethan-1-one [N+](=O)([O-])C1CN(C1)C(C)=O